O(O)C1(CCCCC1)OOC1(CCCCC1)OO bis(hydroperoxycyclohexyl) peroxide